1,2-benzothiazolin-3-one S1NC(C2=C1C=CC=C2)=O